OC(C(=C(C=O)[2H])[2H])(CC)[2H] 4-hydroxy-hexenal-d3